C(C)OC1=C(C=CC=C1)C=1N=NN(C1)[C@H](C(=O)N1[C@@H](C[C@H](C1)O)C(=O)NC)C(C)(C)C (2S,4r)-1-[(2S)-2-[4-(2-ethoxyphenyl)triazol-1-yl]-3,3-dimethyl-butyryl]-4-hydroxy-N-methyl-pyrrolidine-2-carboxamide